β-L-glucopyranuronic acid O[C@@H]1[C@@H](O)[C@H](O)[C@@H](O)[C@@H](O1)C(=O)O